C(#N)CC(=O)N1C[C@@H](CCC1)OC1=NC=C(C2=CC(=C(C=C12)OC(C)C)C(=O)N)C#CC1CCNCC1 (R)-1-((1-(2-cyanoacetyl)piperidin-3-yl)oxy)-7-isopropoxy-4-(piperidin-4-ylethynyl)isoquinoline-6-carboxamide